3-{2,4-dichloro-5-(1-methylethoxy)phenyl}-5-(1,1-di-methylethyl)-1,3,4-oxadiazol-2(3H)-one ClC1=C(C=C(C(=C1)Cl)OC(C)C)N1C(OC(=N1)C(C)(C)C)=O